2-Chloro-5-ethyl-4-methoxybenzoic acid ClC1=C(C(=O)O)C=C(C(=C1)OC)CC